COC(N(C[C@H]1N(CCOC1)C)C1(CC1)C1=CC(=C(C=C1)F)C(F)(F)F)=O (R)-(1-(4-fluoro-3-(trifluoromethyl)phenyl)cyclopropyl)((4-methylmorpholin-3-yl)methyl)carbamic acid methyl ester